BrC1=CC(=CC=2N=C(OC21)S)OC(F)(F)F 7-bromo-5-(trifluoromethoxy)benzo[d]oxazole-2-thiol